CC1=CC(=C(C(=C1)C(C)(C)C)O)C(C)(C)C 4-methyl-2,6-ditert-butylphenol